ClC=1C=CC(=C(C1)C1=NNC=C1C=1C=C2C=C(C=NC2=CC1)C=1C=NNC1)F 6-[3-(5-chloro-2-fluoro-phenyl)-1H-pyrazol-4-yl]-3-(1H-pyrazol-4-yl)quinoline